(3-((5-(3,5-dimethylisoxazol-4-yl)pyrazin-2-yl)methyl)-1,2,3-oxadiazol-3-ium-5-yl)((3-(trifluoromethyl)phenyl)carbamoyl)amide CC1=NOC(=C1C=1N=CC(=NC1)C[N+]1=NOC(=C1)[N-]C(NC1=CC(=CC=C1)C(F)(F)F)=O)C